N[C@@H](CO)CCC1=CC=CC=C1 |r| racemic-2-amino-4-phenylbutanol